(1S)-1-[2-(trifluoromethyl)pyrimidin-5-yl]ethanamine FC(C1=NC=C(C=N1)[C@H](C)N)(F)F